4-bromothiophene-3-carbonitrile BrC=1C(=CSC1)C#N